(3-(anthryl)phenyl)diphenylphosphine oxide C1(=CC=CC2=CC3=CC=CC=C3C=C12)C=1C=C(C=CC1)P(C1=CC=CC=C1)(C1=CC=CC=C1)=O